2-(2',5'-Difluoro-[1,1'-biphenyl]-4-yl)-N-methyl-N-(4-(methyl-d3)-5-(methylsulfinyl)thiazol-2-yl)acetamide FC1=C(C=C(C=C1)F)C1=CC=C(C=C1)CC(=O)N(C=1SC(=C(N1)C([2H])([2H])[2H])S(=O)C)C